N-benzyl-2-((2-hydroxyphenyl)amino)-N-methyl-6-((2,4,4-trimethyl-pentan-2-yl)amino)pyrimidine-4-carboxamide C(C1=CC=CC=C1)N(C(=O)C1=NC(=NC(=C1)NC(C)(CC(C)(C)C)C)NC1=C(C=CC=C1)O)C